(E)-2,3-dihydropyridazin-3-one N=1NC(C=CC1)=O